FC=1C=C(CC[N+]#[C-])C=CC1 3-FLUOROPHENETHYLISOCYANIDE